Cl[SiH]1O[SiH2]C1 1-chloro-1,3-disiloxetane